The molecule is an isoprostane that is prostaglandin F2alpha having inverted stereochemistry at the 8-position. It has a role as a bronchoconstrictor agent, a vasoconstrictor agent and a biomarker. It derives from a prostaglandin F2alpha. It is a conjugate acid of an 8-epi-prostaglandin F2alpha(1-). CCCCC[C@@H](/C=C/[C@H]1[C@@H](C[C@@H]([C@H]1C/C=C\\CCCC(=O)O)O)O)O